O=C1C=C(N=CN1)C#N 6-oxo-1,6-dihydropyrimidine-4-carbonitrile